CN1N=CC(=C1)C=1C=C(C=2N(C1)N=CC2)C2CCNCC2 6-(1-methylpyrazol-4-yl)-4-(4-piperidinyl)pyrazolo[1,5-a]pyridine